(2R,4R)-6-chloro-4-hydroxy-N-(3-{5-[2-(trifluoromethoxy)ethoxy]-1,3,4-oxadiazol-2-yl}bicyclo[1.1.1]pentan-1-yl)-3,4-dihydro-2H-1-benzopyran-2-carboxamide ClC=1C=CC2=C([C@@H](C[C@@H](O2)C(=O)NC23CC(C2)(C3)C=3OC(=NN3)OCCOC(F)(F)F)O)C1